C(C)C=1C(=CC=C2C=C(C=C(C12)C1=C(C=2N=C(N=C(C2C=N1)NC1=CC=C2C=NNC2=C1)OC[C@]12CCCN2C[C@@H](C1)F)F)OCOC)F 7-(8-ethyl-7-fluoro-3-(methoxymethoxy)naphthalen-1-yl)-8-fluoro-2-(((2R,7aS)-2-fluorohexahydro-1H-pyrrolizin-7a-yl)methoxy)-N-(1H-indazol-6-yl)pyrido[4,3-d]pyrimidin-4-amine